1,1'-(2-([1,1-biphenyl]-3-yl)propane-1,3-diyl)bis(7-methoxy-4,9-dihydro-3H-pyrido[3,4-b]indole) C1(=CC(=CC=C1)C(CC1=NCCC2=C1NC1=CC(=CC=C21)OC)CC2=NCCC1=C2NC2=CC(=CC=C12)OC)C1=CC=CC=C1